4-(1H-IMIDAZOL-4-YL)-BUTYRALDEHYDE N1C=NC(=C1)CCCC=O